CC(CC(=O)O)CCCCCCCCCC(CCCCCC(CCCC)C)C 3,13,19-trimethyl-tricosanoic acid